6-((tetrahydro-2H-pyran-4-yl)oxy)pyrazolo[1,5-a]pyridine-3-carbonitrile O1CCC(CC1)OC=1C=CC=2N(C1)N=CC2C#N